4-isopropenylphenyloxy-dimethylethylsilane C(=C)(C)C1=CC=C(C=C1)O[Si](CC)(C)C